1-(3-amino-3-oxopropyl)-3-(2-amino-2-oxoethyl)imidazole bistrifluoromethanesulfonimide salt [N-](S(=O)(=O)C(F)(F)F)S(=O)(=O)C(F)(F)F.NC(CCN1CN(C=C1)CC(=O)N)=O